1-{1-methyl-2H,3H-pyrido[3,4-b][1,4]oxazin-7-yl}ethanone CN1C2=C(OCC1)C=NC(=C2)C(C)=O